N,N'-bis(salicylidene)-hexanediamine C(C=1C(O)=CC=CC1)=NC(CCCCC)N=CC=1C(O)=CC=CC1